2,5-Dioxapyrrolidin-1-yl (4-(hydroxymethyl)-3-nitrobenzyl) adipate C(CCCCC(=O)OCC1=CC(=C(C=C1)CO)[N+](=O)[O-])(=O)ON1OCCO1